C(C1=CC=CC=C1)O[C@@H]1[C@H](NC[C@@H]([C@H]1OCC1=CC=CC=C1)OCC1=CC=CC=C1)COCC1=CC=CC=C1 (2R,3R,4R,5S)-3,4,5-tris(benzyloxy)-2-((benzyloxy)methyl)piperidine